OC1=C(C=CC=C1)C1=CC(=CN=N1)N1CCC(CC1)(C(=O)O)C1=NOC(=C1)C(C)C 1-(6-(2-hydroxyphenyl)pyridazin-4-yl)-4-(5-isopropylisoxazol-3-yl)piperidine-4-carboxylic acid